2-(1,4-Dioxane-2-yl)-3,3-diphenyl-indoline O1C(COCC1)C1NC2=CC=CC=C2C1(C1=CC=CC=C1)C1=CC=CC=C1